C(C)(C)(C)OC(=O)N[C@@H](C(=O)N1C(CC(C1)O)C(=O)O)C(C)(C)C 1-((R)-2-((tert-butoxycarbonyl)amino)-3,3-dimethylbutyryl)-4-hydroxypyrrolidine-2-carboxylic acid